ethyl 4,4-dimethyl-2-(2-oxo-5-(2-oxoethyl)-4-(trifluoromethyl)pyridin-1(2H)-yl)pentanoate CC(CC(C(=O)OCC)N1C(C=C(C(=C1)CC=O)C(F)(F)F)=O)(C)C